[N+](=O)([O-])C=1C(=NC=CC1)SN 3-nitropyridinesulfenamide